N-(4,4-difluoropyrrolidin-3-yl)-6-(7-methoxy-6-(pyrazolo[1,5-a]pyridin-3-yl)imidazo[1,2-a]pyridin-3-yl)pyridin-2-amine FC1(C(CNC1)NC1=NC(=CC=C1)C1=CN=C2N1C=C(C(=C2)OC)C=2C=NN1C2C=CC=C1)F